BrC1=CC(=NN1C1OCCCC1)CCl 5-bromo-3-(chloromethyl)-1-(tetrahydro-2H-pyran-2-yl)-1H-pyrazole